C(C)(C)(C)NC(=O)C1=C(C2=C(N=C(N=C2C2=CC(=CC=C2)NC(CN2CCSCC2)=O)SC)S1)N tert-butyl-5-amino-2-methylsulfanyl-4-(3-(2-(thiomorpholin-4-yl)-acetamido)-phenyl)-thieno[2,3-d]pyrimidine-6-carboxamide